1-benzyl-7'-methyl-3',4'-dihydro-1'h-spiro[pyrrolidine-3,2'-[1,8]naphthyridine] C(C1=CC=CC=C1)N1CC2(NC3=NC(=CC=C3CC2)C)CC1